3-(4-(2-cyano-7-((5-methoxy-7-methyl-1H-indol-4-yl)methyl)-7-azaspiro[3.5]nonan-6-yl)benzamido)propanoic acid C(#N)C1CC2(C1)CC(N(CC2)CC2=C1C=CNC1=C(C=C2OC)C)C2=CC=C(C(=O)NCCC(=O)O)C=C2